ethyl (6R)-6-{4-[3-(morpholin-4-yl)pyrazin-2-yl]piperazin-1-yl}-2-azaspiro[3.4]octane-2-carboxylate N1(CCOCC1)C=1C(=NC=CN1)N1CCN(CC1)[C@H]1CC2(CN(C2)C(=O)OCC)CC1